C(C)N1CCN(CC1)CC=1C(=CC(=NC1)C(=O)NC1=CC(=C(C=C1)C)C1=CC2=C(N=C(N=C2)NC)N2C1=NCC2)C(F)(F)F 5-((4-ethylpiperazin-1-yl)methyl)-N-(4-methyl-3-(2-(methylamino)-8,9-dihydroimidazo[1',2':1,6]pyrido[2,3-d]pyrimidin-6-yl)phenyl)-4-(trifluoromethyl)pyridineamide